C(CC(=O)NO)[C@@H](C(=O)O)N The molecule is a hydroxamic acid that is L-glutamine hydroxylated at N-5. It is a glutamic acid derivative and a hydroxamic acid. It derives from a L-glutamic acid. It is a tautomer of a glutamine hydroxamate zwitterion.